CC1=C(OC2=C(C=C(C=C2C1=O)C)[C@@H](C)NC=1C(=NC=CC1)C(=O)NCC=1OC(=NN1)O)C1=CC=CC=C1 3-[[(1R)-1-(3,6-Dimethyl-4-oxo-2-phenyl-chromen-8-yl)ethyl]amino]-N-[(5-hydroxy-1,3,4-oxadiazol-2-yl)methyl]pyridine-2-carboxamide